3-((2,2-difluorohexyl)oxy)-4-(1-(methyl-d3)-1,2,5,6-tetrahydro-pyridin-3-yl)-1,2,5-thiadiazole FC(COC1=NSN=C1C=1CN(CCC1)C([2H])([2H])[2H])(CCCC)F